O=C1N(CCC(N1)=O)N1C(C2=CC=C(C=C2C1=O)CN1CCC(=CC1)C=1C2=C(N=CN1)SC=C2)=O 2-(2,4-dioxotetrahydropyrimidin-1(2H)-yl)-5-((4-(thieno[2,3-d]pyrimidin-4-yl)-3,6-dihydropyridine-1(2H)-yl)methyl)isoindoline-1,3-dione